7-chloro-N-(4-((3-fluoroazetidin-1-yl)methyl)-3-(trifluoromethyl)phenyl)-1-methyl-6-((4-(methylamino)pyrazolo[1,5-a]pyrazin-3-yl)oxy)-1H-imidazo[4,5-b]pyridin-2-amine ClC1=C2C(=NC=C1OC=1C=NN3C1C(=NC=C3)NC)N=C(N2C)NC2=CC(=C(C=C2)CN2CC(C2)F)C(F)(F)F